bis((2-bromo-4-t-butylphenoxy)methyl)di-t-butylsilane BrC1=C(OC[Si](C(C)(C)C)(C(C)(C)C)COC2=C(C=C(C=C2)C(C)(C)C)Br)C=CC(=C1)C(C)(C)C